CC/C=C\\C/C=C\\C/C=C\\C/C=C\\C/C=C\\CCCCCC(=O)SCCNC(=O)CCNC(=O)[C@@H](C(C)(C)COP(=O)(O)OP(=O)(O)OC[C@@H]1[C@H]([C@H]([C@@H](O1)N2C=NC3=C(N=CN=C32)N)O)OP(=O)(O)O)O The molecule is an unsaturated fatty acyl-CoA that results from the formal condensation of the thiol group of coenzyme A with the carboxy group of (7Z,10Z,13Z,16Z,19Z)-docosapentaenoic acid. It is a member of n-3 PUFA and a product of alpha-linolenic acid metabolism It is an unsaturated fatty acyl-CoA and a long-chain fatty acyl-CoA. It derives from a (7Z,10Z,13Z,16Z,19Z)-docosapentaenoic acid. It is a conjugate acid of a (7Z,10Z,13Z,16Z,19Z)-docosapentaenoyl-CoA(4-).